4,5-Diamino-3-(3-methoxy-2,6-dimethyl-phenyl)-2-[(4-methoxyphenyl)-methylamino]benzonitrile NC1=C(C(=C(C#N)C=C1N)N(C)C1=CC=C(C=C1)OC)C1=C(C(=CC=C1C)OC)C